FC=1C=C(N2N=C(N=CC21)N[C@H]2[C@@H](COCC2)O)C2=NC=C(C=C2)OC(F)(F)F (3S,4R)-4-((5-fluoro-7-(5-(trifluoromethoxy)pyridin-2-yl)pyrrolo[2,1-f][1,2,4]triazin-2-yl)amino)tetrahydro-2H-pyran-3-ol